6-methyl-4-{6-[4-(4-(2-(4-methyl-3-oxopiperazin-1-yl)ethoxy)phenyl)piperidin-1-yl]pyridin-3-yl}-1H-pyrrolo[2,3-c]pyridin-7(6H)-one CN1C(C2=C(C(=C1)C=1C=NC(=CC1)N1CCC(CC1)C1=CC=C(C=C1)OCCN1CC(N(CC1)C)=O)C=CN2)=O